4-chloro-6-[1-methyl-4-[[2-(2-morpholinoethoxy)phenyl]methyl]pyrazol-3-yl]pyrimidin-2-amine ClC1=NC(=NC(=C1)C1=NN(C=C1CC1=C(C=CC=C1)OCCN1CCOCC1)C)N